N1N=CC2=CC(=CC=C12)NC=1C=CC=2N(N1)C(=CN2)C2=NOC(=N2)C(=O)NCC2=CC=C(C=C2)C#N 3-{6-[(1H-indazol-5-yl)amino]imidazo[1,2-b]pyridazin-3-yl}-N-(4-cyanobenzyl)-1,2,4-oxadiazole-5-carboxamide